FC(C1=NN=C(O1)C=1C=NC(=NC1)CN1C(C2=CC=C(C=C2C(C1=O)(C)C)N1CCN(CC1)C)=O)F 2-((5-(5-(difluoromethyl)-1,3,4-oxadiazole-2-yl)pyrimidine-2-yl)methyl)-4,4-dimethyl-6-(4-methylpiperazine-1-yl)isoquinoline-1,3(2H,4H)-dione